tert-butyl 4-(2-(methylamino)ethyl)-piperidine-1-carboxylate CNCCC1CCN(CC1)C(=O)OC(C)(C)C